C(#N)C=1C=C2C(=CNC2=CC1)CCCN1CCN(CC1)C1=NC=C(C=N1)C=1C=C(C(=O)N)C=CC1 3-(2-(4-(3-(5-cyano-1H-indole-3-yl)propyl)piperazine-1-yl)pyrimidine-5-yl)benzamide